FC1=C2CN(C(C2=CC=C1C[C@H]1OCCC[C@@H]1NC1CCOCC1)=O)C1C(NC(CC1)=O)=O 3-(4-fluoro-1-oxo-5-(((2R,3S)-3-((tetrahydro-2H-pyran-4-yl)amino)tetrahydro-2H-pyran-2-yl)methyl)isoindolin-2-yl)piperidine-2,6-dione